FC(C(=O)NCCOCCOCCOCCNC(OC(C)(C)C)=O)(F)F tert-butyl N-[2-(2-{2-[2-(2,2,2-trifluoroacetamido)ethoxy]ethoxy}ethoxy)ethyl]carbamate